ClC=1C=C(C=C2C=CN(C12)C(=O)[O-])C 7-chloro-5-methyl-1H-indole-1-carboxylate